1-(3-(4-(1-acryloylazetidin-3-yl)piperazin-1-yl)-3-oxopropyl)-5,6-dichloro-1H-benzo[d]imidazol-2(3H)-one C(C=C)(=O)N1CC(C1)N1CCN(CC1)C(CCN1C(NC2=C1C=C(C(=C2)Cl)Cl)=O)=O